1,4-bis(Isocyanatophenyl)butane N(=C=O)C1=C(C=CC=C1)CCCCC1=C(C=CC=C1)N=C=O